[N+](=O)([O-])C1=CC=C(C=C1)S(=O)(=O)OCCOCCOCCO 2-(2-(2-hydroxyethoxy)ethoxy)ethyl 4-nitrobenzenesulfonate